Ethyl (1S,2S)-2-(4-{6-chloro-8-cyclopropylimidazo[1,2-b]pyridazin-2-yl}-3-fluorophenyl)-cyclopropane-1-carboxylate ClC=1C=C(C=2N(N1)C=C(N2)C2=C(C=C(C=C2)[C@@H]2[C@H](C2)C(=O)OCC)F)C2CC2